C(CCCC)O.[Ti] titanium pentanol